O[C@H]1[C@]2(C)[C@@H](CC1)[C@@H]1CCC3=CC(CC[C@]3(C)[C@H]1CC2)=O 17α-hydroxyandrost-4-en-3-one